1-(5-methylpicolinoyl)pyrrolidin CC=1C=CC(=NC1)C(=O)N1CCCC1